C1(CCC1)N1CCC(CC1)C(=O)N(C1=CC(=CC=C1)F)CC=1N=C2N(C=CC(=C2)C=2OC(=NN2)C(F)F)C1 1-cyclobutyl-N-((7-(5-(difluoromethyl)-1,3,4-oxadiazol-2-yl)imidazo[1,2-a]pyridin-2-yl)methyl)-N-(3-fluorophenyl)piperidine-4-carboxamide